4-((3AS,4R,6aR)-4-(benzyloxycarbonyl)octahydropyrrolo[3,4-b]pyrrol-4-yl)butylboronic acid C(C1=CC=CC=C1)OC(=O)[C@@]1(NC[C@@H]2NCC[C@@H]21)CCCCB(O)O